OC=1C=CC(=NC1C(=O)OC)CCCCN1CCN(CC1)C(=O)OC(C)(C)C Tert-butyl 4-(4-(5-hydroxy-6-(methoxycarbonyl)pyridin-2-yl)butyl)piperazine-1-carboxylate